5-bromo-1-methyl-2,3-dihydro-1H-indol-2-one BrC=1C=C2CC(N(C2=CC1)C)=O